[OH-].C(CCC)[N+](CCC)(CCC)CCCC Dibutyldipropylammonium hydroxide